octamethyl-cyclotrisilazane C[SiH]1N([Si](N([Si](N1C)(C)C)C)(C)C)C